C(=C)C=1C=C(C=C(C1)Cl)B(O)O 3-vinyl-5-chlorobenzeneboronic acid